C1(=CC=CC=C1)[C@@H]1CC[C@H](CN1)NC(OCC[Si](C)(C)C)=O 2-(Trimethylsilyl)ethyl ((3R,6S)-6-phenylpiperidin-3-yl)carbamate